1-(3-chloro-4-methoxybenzyl)-3-(4-hydroxycyclohexyl)-2-oxo-2,3-dihydro-1H-imidazo[4,5-b]pyridine-6-carbonitrile ClC=1C=C(CN2C(N(C3=NC=C(C=C32)C#N)C3CCC(CC3)O)=O)C=CC1OC